tert-butyl (S)-2-(2,3,9-trimethyl-4-(4-(prop-1-yn-1-yl)phenyl)-6H-thieno[3,2-f][1,2,4]triazolo[4,3-a][1,4]diazepin-6-yl)acetate CC1=C(C=2C(=N[C@H](C=3N(C2S1)C(=NN3)C)CC(=O)OC(C)(C)C)C3=CC=C(C=C3)C#CC)C